COC(CC[C@@H](C(=O)O)NC(=O)C1=CC=C(NCC2=CN=C3N=C(N)NC(=O)C3=N2)C=C1)=O methyl-folate